C(C=C)[Pd]CC=C diallylpalladium